ClC1=CC=C(C=C1)C(C1N2N(C(C=3N1N=CC(C3O)=O)=O)CCCC2)C2=CC=C(C=C2)Cl 12-(bis(4-chlorophenyl)methyl)-4-hydroxy-7,8,9,10-tetrahydro-12H-dipyridazino[1,2-a:1',6'-d][1,2,4]triazine-3,5-dione